FC1(CN(CC[C@H]1NC1=NN2C(C(=N1)OC)=C(C=C2)C=2C=C(C1=C(N(C(=N1)C)CC(F)F)C2)F)C)F (R)-N-(3,3-difluoro-1-methylpiperidin-4-yl)-5-(1-(2,2-difluoroethyl)-4-fluoro-2-methyl-1H-benzo[d]imidazol-6-yl)-4-methoxypyrrolo[2,1-f][1,2,4]triazin-2-amine